CC(C(C)O)O 2,3-BUTANEDIOL